triiodomethane IC(I)I